[4-(trifluoromethoxy)phenyl]acetamide FC(OC1=CC=C(C=C1)CC(=O)N)(F)F